tert-Butyl methyl{1-[1-(3-methylbutyl)-5-oxo-4,5-dihydro-1H-pyrazol-3-yl]-ethyl}carbamate CN(C(OC(C)(C)C)=O)C(C)C1=NN(C(C1)=O)CCC(C)C